tert-Butyl (9-aminononyl)carbamate NCCCCCCCCCNC(OC(C)(C)C)=O